C(C)C1=C(C(=C(C=C1)C(C(=O)OC(CNCC)C)(F)F)F)C(C)(OC)OC 1-(ethylamino)propan-2-ol ethyl-2-[3-(1,1-dimethoxyethyl)-2-fluorophenyl]-2,2-difluoroacetate